OC=1C=C(C=CC1)\C=C\C(=O)C1=CC=C(C=C1)C(C)(C)C 3-Hydroxy-4'-tert-butylchalcone